6-(4-chlorophenyl)-N-(1-(2,2-difluoro-2-ethyl)-4-methylpiperidin-4-yl)-2-(1-methyl-1H-pyrazol-4-yl)-3-oxo-2,3-dihydropyridazine-4-carboxamide ClC1=CC=C(C=C1)C=1C=C(C(N(N1)C=1C=NN(C1)C)=O)C(=O)NC1(CCN(CC1)C(C)(F)F)C